2-Ethyl-4-(4-fluorobenzyl)-1,2,4-thiadiazolidine-3,5-dione C(C)N1SC(N(C1=O)CC1=CC=C(C=C1)F)=O